C(C)OC=1C(=NC(=CC1)C=1SC=CN1)NC1=NNC2=CC(=CC=C12)[C@@H]1C[C@@]12C(NC1=CC=C(C=C21)OC)=O (1R,2S)-2-(3-{[3-Ethoxy-6-(1,3-thiazol-2-yl)pyridin-2-yl]amino}-1H-indazol-6-yl)-5'-methoxyspiro[cyclopropane-1,3'-indol]-2'(1'H)-one